5-((isobutylamino)methyl)-1-(oxetan-3-ylmethyl)-2-oxo-1,2-dihydropyridine-3-carboxamide C(C(C)C)NCC=1C=C(C(N(C1)CC1COC1)=O)C(=O)N